ClC1=C(N=C(N1C1=C(C=C(C=C1)CC(C(F)(F)F)(C)C)F)CC)C(=O)OCC Ethyl 5-chloro-2-ethyl-1-(2-fluoro-4-(3,3,3-trifluoro-2,2-dimethylpropyl)phenyl)-1H-imidazole-4-carboxylate